OC=1C(C=2C=CC(=C3C=CC=C(C1)C23)C2=CC(=C(C(=C2)OC)OC)OC)=O 2-Hydroxy-7-(3,4,5-trimethoxyphenyl)-1H-phenalen-1-one